ClC=1C=CC2=C(C(CC(O2)C(=O)NC23CC(C2)(C3)N3C=NC(=C3)C3=CC(=C(C=C3)F)F)=O)C1 6-chloro-N-{3-[4-(3,4-difluorophenyl)-1H-imidazol-1-yl]bicyclo[1.1.1]pentan-1-yl}-4-oxo-3,4-dihydro-2H-1-benzopyran-2-carboxamide